(S)-3-((2-(1-amino-1,3-dihydrospiro[indene-2,4'-piperidin]-1'-yl)-1H-imidazo[4,5-b]pyrazin-5-yl)thio)-2-(trifluoromethyl)pyridine 1-oxide N[C@@H]1C2=CC=CC=C2CC12CCN(CC2)C2=NC=1C(=NC=C(N1)SC=1C(=[N+](C=CC1)[O-])C(F)(F)F)N2